3-(sec-butyl)-2-oxo-1,2,3,5-tetrahydro-4H-benzo[1,4]diazepine-4-sulfonamide C(C)(CC)C1C(NC2=C(CN1S(=O)(=O)N)C=CC=C2)=O